C1(=C(C=CC=C1)CN1CC=C2N1CC[C@H](C(N2C)=O)C2=NC(=NN2)C(=O)NC2CC2)C 1-(o-Tolylmethyl)-N-(6S)-2-cyclopropyl-4-methyl-5-oxo-7,8-dihydro-6H-pyrazolo[1,5-a][1,3]diazepin-6-yl-1,2,4-triazol-3-carboxamid